C[C@@H]1N(CCC1)C=1C2=C(N(C(N1)=O)C1=CC=CC=C1)N=C(C=C2)C(F)(F)F 4-((2S)-2-methylpyrrolidin-1-yl)-1-phenyl-7-(trifluoromethyl)pyrido[2,3-d]-pyrimidin-2(1H)-one